CN(C(C#CC)=O)[C@H]1[C@@H]2[C@H](C[C@H](C1)C2)OC=2C=1N(C=C(N2)C=2C=NN(C2)C)N=CC1 N-methyl-N-((1R,2R,4S,6S)-6-((6-(1-methyl-1H-pyrazol-4-yl)pyrazolo[1,5-a]pyrazin-4-yl)oxy)bicyclo[2.2.1]heptan-2-yl)but-2-ynamide